O=[Ga] oxo-gallium